(5RS)-3-Oxo-2-({5-[3-(trifluoromethyl)phenyl]-1,2,4-oxadiazol-3-yl}methyl)-2,3,5,6,7,8-hexahydro[1,2,4]triazolo[4,3-a]pyridin O=C1N(N=C2N1CCCC2)CC2=NOC(=N2)C2=CC(=CC=C2)C(F)(F)F